[Cl-].[Cl-].C[N+]1=CC=C(C=C1)C1=CC=[N+](C=C1)C dimethyl-4,4'-bipyridinium dichloride